CC(CC)(C)C1=CC(=C(C(=O)O)C=C1)C 4-(1,1-dimethylpropyl)-2-methyl-benzoic acid